methyl 1-((5-(1-(tert-butoxycarbonyl)azetidin-3-yl)pyridin-2-yl)methyl)piperidine-4-carboxylate C(C)(C)(C)OC(=O)N1CC(C1)C=1C=CC(=NC1)CN1CCC(CC1)C(=O)OC